IC1=CN=C(C2=CC=CC=C12)N 4-Iodoisoquinolin-1-amine